NC1=C(SC2=NC(=CC(=C21)C)C)C(=O)NC2CC=1C=C(C(=NC1CC2)N2CC(C(C2)OCC(C)OC)N)F 3-amino-N-{2-[3-amino-4-(2-methoxypropoxy)pyrrolidin-1-yl]-3-fluoro-5,6,7,8-tetrahydroquinolin-6-yl}-4,6-dimethylthieno[2,3-b]pyridine-2-carboxamide